N'-(3-aminopropyl)-N,N-dimethyl-1,3-propanediamine NCCCNCCCN(C)C